[Cl-].[Cl-].OCC(CO)(COCC(CO)(CO)CO)CO dipentaerythritol dichloride